2-acetamidoimidazo[1,2-b]pyridazin C(C)(=O)NC=1N=C2N(N=CC=C2)C1